ClC1=CN(C2=CC(=CC=C12)C1=CC(=C(OCCCC(=O)O)C(=C1)F)F)C(C)C 4-[4-(3-chloro-1-isopropyl-1H-indol-6-yl)-2,6-difluoro-phenoxy]-butyric acid